BrC=1C=C(C2=C(OC3=C2C=CC=C3)C1O)Cl 3-bromo-1-chlorodibenzo[b,d]furan-4-ol